BrC/C=C/C(=O)N1CC2=C(C3=C(N=CN=C3NC3=CC(=C(C=C3)OC=3C=NC(=CC3)OC)C)S2)CC1 (E)-4-bromo-1-(4-((4-((6-methoxypyridin-3-yl)oxy)-3-methylphenyl)amino)-5,8-dihydropyrido[4',3':4,5]thieno[2,3-d]pyrimidin-7(6H)-yl)but-2-en-1-one